1,3-dihydrobenzol C1CCCC=C1